CC1(C)C(CCC(C)=C1\C=C\C(\C)=C\C=C\C(\C)=C\C=C\C=C(/C)\C=C\C=C(/C)\C=C\C1C(C)=CCCC1(C)C)=O alpha-carotenone